2-fluoro-4-((2-(piperidin-1-yl)pyridin-4-yl)oxy)aniline FC1=C(N)C=CC(=C1)OC1=CC(=NC=C1)N1CCCCC1